Nα-lauroyl-L-arginine methyl ester hydrochloride Cl.COC([C@@H](NC(CCCCCCCCCCC)=O)CCCNC(N)=N)=O